OC(COC1(C(=C2C=CC(=CC2=CC1)C1=CC=CC=C1)C1=C(C=CC2=CC(=CC=C12)C1=CC=CC=C1)OCC(C)O)C=O)C 2,2'-bis(2-hydroxypropoxy)-6,6'-diphenyl-1,1'-binaphthal